Sodium 1-amino-3-(3-((tert-butyl sulfinyl)amino)oxetan-3-yl)propane-1-sulfonate NC(CCC1(COC1)NS(=O)C(C)(C)C)S(=O)(=O)[O-].[Na+]